2-Morpholin-4-yl-2-oxoacetic acid N1(CCOCC1)C(C(=O)O)=O